3-iodo-5-methyl-4-((1r,4r)-4-(trifluoromethoxy)cyclohexyl)-pyridine IC=1C=NC=C(C1C1CCC(CC1)OC(F)(F)F)C